7-amino-8-(3-fluoro-5-hydroxy-2,6-dimethyl-phenyl)-3-methyl-pyrrolo[1,2-a]pyrazine-6-carboxamide NC=1C(=C2N(C=C(N=C2)C)C1C(=O)N)C1=C(C(=CC(=C1C)O)F)C